ClC1=CNC=2N=C(N=C(C21)O[C@@H]2CN(CC[C@H]2F)C(C=C)=O)NC2=CC(=NS2)C 1-(trans-3-((5-Chloro-2-((3-methylisothiazol-5-yl)amino)-7H-pyrrolo[2,3-d]pyrimidin-4-yl)oxy)-4-fluoropiperidin-1-yl)prop-2-en-1-on